OC1C(=C(C(=O)O)C=CC1)O 3,4-dihydrodihydroxybenzoic acid